tert-butyl 4-(4-bromo-N-(2,2,2-trifluoroacetyl)phenylsulfonimidoyl)piperidine-1-carboxylate BrC1=CC=C(C=C1)S(=O)(=NC(C(F)(F)F)=O)C1CCN(CC1)C(=O)OC(C)(C)C